COC1=NC=C(C(=N1)OC)N1N=C2N=CN=C(C2=C1)N1CC(CC1)O 1-[2-(2,4-dimethoxypyrimidin-5-yl)pyrazolo[3,4-d]pyrimidin-4-yl]pyrrolidine-3-ol